FC1(CNCCC1NC(OC(C)(C)C)=O)F tert-butyl N-(3,3-difluoropiperidin-4-yl)carbamate